(+-)-trans-N-[8-chloro-6-(4-methylisothiazol-3-yl)-3-isoquinolinyl]-2-cyano-cyclopropanecarboxamide ClC=1C=C(C=C2C=C(N=CC12)NC(=O)[C@H]1[C@@H](C1)C#N)C1=NSC=C1C |r|